4-chloro-7-vinyl-7H-pyrrolo[2,3-d]pyrimidine ClC=1C2=C(N=CN1)N(C=C2)C=C